NCCCCN(C1=C2CN(C(C2=CC=C1)=O)C1C(NC(CC1)=O)=O)C1CCC(CC1)N 3-(4-((4-aminobutyl)((1r,4r)-4-aminocyclohexyl)amino)-1-oxoisoindolin-2-yl)piperidine-2,6-dione